4-sec-Butyl-3-methyl-heptadecan-4-ol C(C)(CC)C(C(CC)C)(CCCCCCCCCCCCC)O